3-[2-(8-phenyloctyl)phenyl]propanoic acid C1(=CC=CC=C1)CCCCCCCCC1=C(C=CC=C1)CCC(=O)O